monododecyl monoethyl-sulfonate C(C)S(=O)(=O)OCCCCCCCCCCCC